CC=1C=C(C(=O)NC(C)C2=NC=CN=C2N2N=CC=N2)C=C(C1)C 3,5-dimethyl-N-[1-[3-(triazol-2-yl)pyrazin-2-yl]ethyl]benzamide